ONC(=O)C1=CC2=C(CN([C@H](CO2)C2=C(C=CC=C2)C)C(=O)C2CCOCC2)C=C1 (S)-N-hydroxy-4-(tetrahydro-2H-pyran-4-carbonyl)-3-(o-tolyl)-2,3,4,5-tetrahydrobenzo[f][1,4]oxazepine-8-carboxamide